((1R,5S)-3,8-diazabicyclo[3.2.1]octan-3-yl)-7-(2,3-dihydro-1H-inden-4-yl)-2-((tetrahydro-1H-pyrrolizin-7a(5H)-yl)methoxy)-5,6,7,8-tetrahydropyrido[3,4-d]pyrimidine [C@H]12CN(C[C@H](CC1)N2)C=2C1=C(N=C(N2)OCC23CCCN3CCC2)CN(CC1)C1=C2CCCC2=CC=C1